C(N)(=O)CNC1=C(C=CC(=N1)C(=O)O)[C@@H]1CC2(CC(C2)(F)F)CCN1CC1=C2C=CNC2=C(C=C1OC)C 6-[(carbamoylmethyl)amino]-5-[(6S)-2,2-difluoro-7-[(5-methoxy-7-methyl-1H-indol-4-yl)methyl]-7-azaspiro[3.5]nonan-6-yl]pyridine-2-carboxylic acid